IC1=NN(C2=NC(=CC=C21)N2CCC1(CC2)[C@@H](C2=CC=CC=C2C1)NC(OC(C)(C)C)=O)C1OCCCC1 Tert-butyl ((1S)-1'-(3-iodo-1-(tetrahydro-2H-pyran-2-yl)-1H-pyrazolo[3,4-b]pyridin-6-yl)-1,3-dihydrospiro[indene-2,4'-piperidin]-1-yl)carbamate